O1C(CCC1)C(C1OCCC1)C1OCCC1 rac-tris(tetrahydrofuran-2-yl)methane